naphthalene-1,5-disulfonic acid (naphthalene-1,5-disulfonate) C1(=CC=CC=2C(=CC=CC12)S(=O)(=O)O)S(=O)(=O)O.C1(=CC=CC=2C(=CC=CC12)S(=O)(=O)O)S(=O)(=O)O